N,N-bis(2-bromoethyl)-2-((1-methylpiperidin-4-yl)sulfonyl)-4-nitroaniline BrCCN(C1=C(C=C(C=C1)[N+](=O)[O-])S(=O)(=O)C1CCN(CC1)C)CCBr